N1=C(N=CC=C1)CC=O (E)-2-(pyrimidin-2-yl)ethan-1-one